6-(3-fluoro-5-isobutoxy-phenyl)-2-(3-isopropyl-1-piperidyl)-N-(1H-pyrazol-5-ylsulfonyl)pyridine-3-carboxamide FC=1C=C(C=C(C1)OCC(C)C)C1=CC=C(C(=N1)N1CC(CCC1)C(C)C)C(=O)NS(=O)(=O)C1=CC=NN1